1-nitro-3-p-methylphenyl-4,5-dihydro-2H-benzo[e]isoindole-5-ol [N+](=O)([O-])C=1NC(=C2CC(C3=C(C12)C=CC=C3)O)C3=CC=C(C=C3)C